CC12CCN(CC2O1)C(=O)OCCCC butyl 6-methyl-7-oxa-3-aza-bicyclo[4.1.0]heptane-3-carboxylate